CC1(CC(CCC1)C1N(CC(CC1)C)C(C(=O)NC=1C=C(C(=NC1)NC(OC(C)(C)C)=O)C)=O)C tert-butyl N-[5-[[2-[2-(3,3-dimethylcyclohexyl)-5-methyl-1-piperidyl]-2-oxo-acetyl]amino]-3-methyl-2-pyridyl]carbamate